C(C1=CC=CC=C1)N1[C@@H]2[C@H](CC1)[C@H](N(C2)C(=O)OC(C)(C)C)C tert-butyl (3aR,4R,6aR)-1-benzyl-4-methylhexahydropyrrolo[3,4-b]pyrrole-5(1H)-carboxylate